CC(C)C(C(CC=C(C=C)C)(C)C)=NO 2,4,4,7-tetramethylnonane-6,8-dien-3-one oxime